7-(chloromethyl)-8-cyclopropyl-3-fluoropyrrolo[1,2-a]quinoxalin-4(5H)-one ClCC=1C=C2NC(C=3N(C2=CC1C1CC1)C=CC3F)=O